2,2,3,3,4,4,4-heptafluoro-N-(2-hydroxyethyl)butanamide FC(C(=O)NCCO)(C(C(F)(F)F)(F)F)F